tert-butyl (S)-2-((tert-butoxycarbonyl)amino)-4-(4-(4-methoxybenzyl)-5-oxo-4,5-dihydro-1H-1,2,4-triazol-1-yl)butanoate C(C)(C)(C)OC(=O)N[C@H](C(=O)OC(C)(C)C)CCN1N=CN(C1=O)CC1=CC=C(C=C1)OC